C(C)O[Si](OCC)(CCCCCCCOC(NCCOCCOC(C(=C)C)=O)=O)OCC 4,4-diethoxy-13-oxo-3,12,17-trioxa-14-aza-4-silanonadec-19-ylmethacrylate